cyclopropyl-[4-[[[6-[cyclopropyl-[[4-(trifluoromethyl)phenyl]methyl]amino]-5-fluoro-pyrimidin-4-yl]amino]methyl]-1-piperidyl]methanone C1(CC1)C(=O)N1CCC(CC1)CNC1=NC=NC(=C1F)N(CC1=CC=C(C=C1)C(F)(F)F)C1CC1